5-Fluoro-3-methyl-2-[2-[[(3R)-1-methyl-3-piperidyl]amino]oxazolo[4,5-b]pyridin-5-yl]phenol FC=1C=C(C(=C(C1)O)C1=CC=C2C(=N1)N=C(O2)N[C@H]2CN(CCC2)C)C